3-(trifluoromethyl)bicyclo[1.1.1]Pentane-1-amine hydrochloride Cl.FC(C12CC(C1)(C2)N)(F)F